BrC=1C=CC=2C3=C(C=CC2C1)C=CC1=C3C=CO1 9-bromobenzonaphtho[1,2-d]furan